FC(C1=NC=C(C(=C1)C1=CC(=NC=C1C(=O)O)C1=NC=CC=C1)OC)F 2''-(difluoromethyl)-5''-methoxy-[2,2':4',4''-terpyridin]-5'-carboxylic acid